C(C)(C)(C)C1N2C(C3=CC(=C(C=C3C1)C=1C=NC(=NC1)N(C)C)OC)=CC(C(=C2)C(=O)OC)=O methyl 6-tert-butyl-9-[2-(dimethylamino) pyrimidin-5-yl]-10-methoxy-2-oxo-6,7-dihydro-2H-pyrido[2,1-a]isoquinoline-3-carboxylate